2,2-difluoro-7-methyl-1,3-benzodioxol-4-ol FC1(OC2=C(O1)C(=CC=C2O)C)F